3-(5-chloro-6-piperazin-1-yl-3-pyridinyl)-5-methyl-1,2,4-oxadiazole hydrochloride Cl.ClC=1C=C(C=NC1N1CCNCC1)C1=NOC(=N1)C